CC1=NC(=CC(=N1)N1CC2(CC1)CCN(CC2)C2=NC=C1C(=N2)N(N=C1)CC(F)(F)F)C(F)(F)F 2-[2-methyl-6-(trifluoromethyl)pyrimidin-4-yl]-8-[1-(2,2,2-trifluoroethyl)-1H-pyrazolo[3,4-d]pyrimidin-6-yl]-2,8-diazaspiro[4.5]decane